FC=1C(=C(C(=CC1)F)[B-](F)(F)F)O.[K+] Potassium (3,6-difluoro-2-hydroxyphenyl)trifluoroborate